7-(6-chloro-2-(2,6-dichloro-3,5-dimethoxyphenyl)pyrido[3,4-d]pyrimidin-4-yl)-2-oxa-7-azaspiro[4.4]nonane ClC1=CC2=C(N=C(N=C2N2CC3(CCOC3)CC2)C2=C(C(=CC(=C2Cl)OC)OC)Cl)C=N1